4-amino-3-(7-methoxy-5-methylbenzo[b]thiophen-2-yl)-1,6-dihydro-7H-pyrazolo[3,4-d]pyridazin-7-one NC=1C2=C(C(NN1)=O)NN=C2C2=CC1=C(S2)C(=CC(=C1)C)OC